C(CCC)OC(C=C)=O.C(=C)Cl vinyl chloride n-butyl-acrylate